C1(CC1)C1=NC=C(C(=N1)OC[C@@H]1CN(CC1)C1=NC=CC=C1C(F)F)C#N (S)-2-cyclopropyl-4-((1-(3-(difluoromethyl)pyridin-2-yl)pyrrolidin-3-yl)methoxy)pyrimidine-5-carbonitrile